methyl N-[5-[6-[(5-cyanopyrazin-2-yl)-methyl-carbamoyl]imidazo[1,2-a]pyridin-3-yl]-2-pyridyl]carbamate C(#N)C=1N=CC(=NC1)N(C(=O)C=1C=CC=2N(C1)C(=CN2)C=2C=CC(=NC2)NC(OC)=O)C